1-benzyl-1,2,4,5-tetrahydro-3H-benzo[e][1,4]diazepin-3-one C(C1=CC=CC=C1)N1CC(NCC2=C1C=CC=C2)=O